ClC1=C(C(=O)C=2C=NN(C2C2=C(C(=NN2C)C)C(=O)[O-])C)C=CC(=C1CN1N=C(C=C1C)C)S(=O)(=O)C 4-{2-chloro-3-[(3,5-dimethyl-1H-pyrazol-1-yl)methyl]-4-(methyl-sulfonyl)benzoyl}-1-methyl-1H-pyrazol-5-yl-1,3-dimethyl-1H-pyrazole-4-carboxylate